2-BROMO-N-(4-CHLOROBENZYL)ACETAMIDE BrCC(=O)NCC1=CC=C(C=C1)Cl